N-(3-Chlorophenyl)-2,6-dimethyl-4-(5-methyl-7H-pyrrolo[2,3-d]pyrimidin-4-yl)-3,6-dihydropyridine-1(2H)-carboxamide ClC=1C=C(C=CC1)NC(=O)N1C(CC(=CC1C)C=1C2=C(N=CN1)NC=C2C)C